C1(CC1)C(C1CC1)NC(=O)C1=CC(=NN1CCO)C=1C=C(C=CC1)C=1OC(=CN1)C(=O)N[C@H](C(=O)OC)C(C)C (S)-Methyl 2-(2-(3-(5-((Dicyclopropylmethyl)Carbamoyl)-1-(2-Hydroxyethyl)-1H-Pyrazol-3-Yl)Phenyl)Oxazole-5-Carboxamido)-3-Methylbutanoate